C(#N)C1=C(SC2=C1C(=NC=C2F)C=2C1=C(C=3C=NC(=NC3C2F)N2C[C@@H]([C@@H](C2)CO)N(C)C)COC1)NC(OC(C)(C)C)=O tert-Butyl (3-cyano-4-(3-((3R,4R)-3-(dimethylamino)-4-(hydroxymethyl)pyrrolidin-1-yl)-5-fluoro-7,9-dihydrofuro[3,4-f]quinazolin-6-yl)-7-fluorothieno[3,2-c]pyridin-2-yl)carbamate